4-(1H-pyrrolo[2,3-c]pyridin-3-yl)-5,6-dihydropyridine-1(2H)-carboxylic acid tert-butyl ester C(C)(C)(C)OC(=O)N1CC=C(CC1)C1=CNC2=CN=CC=C21